((2-allyl-4-fluorophenyl)amino)-6-(trifluoromethyl)nicotinic acid ethyl ester C(C)OC(C1=C(N=C(C=C1)C(F)(F)F)NC1=C(C=C(C=C1)F)CC=C)=O